O=S1(C[C@@H](C=C1)NC(=O)C=1C(NC(=CC1)[C@@H]1CC[C@@H](CC1)C)=O)=O N-((R)-1,1-dioxido-2,3-dihydrothiophen-3-yl)-6-(cis-4-methylcyclohexyl)-2-oxo-1,2-dihydropyridine-3-carboxamide